1'-bromo-6'-methyl-3'-(phenylsulfonyl)-3',6'-dihydro-7'H-spiro[cyclohexane-1,8'-dipyrrolo[2,3-b:3',2'-d]pyridin]-7'-one BrC1=CN(C2=NC=C3C(=C21)C2(C(N3C)=O)CCCCC2)S(=O)(=O)C2=CC=CC=C2